O=C1NC2=CC=C(C=C2C1)S(=O)(=O)NN oxoindoline-5-sulfonohydrazide